COC1=C2C(=CNC2=CC(=C1)C)C(C(=O)N(C)C)=O 2-(4-methoxy-6-methyl-1H-indol-3-yl)-N,N-dimethyl-2-oxoacetamide